COC1=NC=NC(=C1)C#C[Si](C)(C)C 4-methoxy-6-[2-(trimethylsilyl)ethynyl]pyrimidine